NCCOCCN di-(E-aminoethyl) ether